R-(+)-3-cyclohexenecarboxylic acid [C@@H]1(CC=CCC1)C(=O)O